ethyl 2,6-dibutyl-4-acetoxybenzoate C(CCC)C1=C(C(=O)OCC)C(=CC(=C1)OC(C)=O)CCCC